3-((((2R,3S)-3-(3,3-difluorobutyl)-5-(4,4-difluorocyclohexyl)-2-fluoro-1,1-dioxido-7-(trifluoromethyl)-2,3,4,5-tetrahydrobenzo[b][1,4]thiazepin-8-yl)oxy)methyl)picolinic acid FC(CC[C@H]1CN(C2=C(S([C@H]1F)(=O)=O)C=C(C(=C2)C(F)(F)F)OCC=2C(=NC=CC2)C(=O)O)C2CCC(CC2)(F)F)(C)F